benzoimidazolyl carbamate C(N)(OC=1NC2=C(N1)C=CC=C2)=O